Tert-butyl 2-(1-(6-chloro-5-fluoropyridin-3-yl)ethyl)-5,5-difluoro-2,7-diazaspiro[3.5]nonane-7-carboxylate ClC1=C(C=C(C=N1)C(C)N1CC2(C1)C(CN(CC2)C(=O)OC(C)(C)C)(F)F)F